2-(4-(1H-pyrazol-1-yl)cyclohexyl)acetic acid N1(N=CC=C1)C1CCC(CC1)CC(=O)O